N-((S)-1-amino-3-hydroxy-2-methyl-1-oxopropan-2-yl)-5-(((1R,3r,5S)-bicyclo[3.1.0]hexan-3-yl)methyl)-2-methylbenzofuran-3-carboxamide NC([C@@](CO)(C)NC(=O)C1=C(OC2=C1C=C(C=C2)CC2C[C@H]1C[C@H]1C2)C)=O